O1CC(C1)OC1=NC(=NC=C1C(F)(F)F)N[C@H]1C[C@H](CCC1)C1=NN=C2N1C=CC(=C2)C=2C=NC=CC2 4-(oxetan-3-yloxy)-N-[(1R,3S)-3-[7-(3-pyridyl)-[1,2,4]triazolo[4,3-a]pyridin-3-yl]cyclohexyl]-5-(trifluoromethyl)pyrimidin-2-amine